1-(3-amino-1-(1,2,3,4-tetrahydroquinoline-4-carbonyl)-6,7-dihydro-1H-pyrazolo[4,3-c]pyridin-5(4H)-yl)ethanone NC1=NN(C2=C1CN(CC2)C(C)=O)C(=O)C2CCNC1=CC=CC=C21